Tert-butyl (s)-(1-(4-((13,13,14,14-tetramethyl-7-methylene-6,9-dioxo-2,12-dioxa-5,8-diaza-13-silapentadecan-10-yl)carbamoyl)thiazol-2-yl)piperidin-4-yl)carbamate C[Si](OC[C@@H](C(NC(C(NCCOC)=O)=C)=O)NC(=O)C=1N=C(SC1)N1CCC(CC1)NC(OC(C)(C)C)=O)(C(C)(C)C)C